2-(4-(3-(1-(2-fluoroacryloyl)azetidin-3-yl)-1-(4-(trifluoromethoxy)phenyl)-1H-pyrazolo[3,4-b]pyridin-4-yl)-1H-pyrazol-1-yl)-N,N-dimethylacetamide FC(C(=O)N1CC(C1)C1=NN(C2=NC=CC(=C21)C=2C=NN(C2)CC(=O)N(C)C)C2=CC=C(C=C2)OC(F)(F)F)=C